6-[(2R)-4-[4-cyano-2-(trifluoromethyl)benzoyl]-2-ethylpiperazin-1-yl]-N-[2-(dimethylamino)ethyl]-3-(2-ethoxypyridin-3-yl)-2-fluorobenzamide C(#N)C1=CC(=C(C(=O)N2C[C@H](N(CC2)C2=CC=C(C(=C2C(=O)NCCN(C)C)F)C=2C(=NC=CC2)OCC)CC)C=C1)C(F)(F)F